C12(CCCCC1)NC(NC1=CC=C3C(=C12)OC=N3)=O 7,8-dihydro-6H-spiro[[1,3]oxazolo[5,4-f]quinazoline-9,1'-cyclohexan]-7-one